2,2,2-trifluoro-1-(4-propylphenyl)ethan FC(CC1=CC=C(C=C1)CCC)(F)F